N=1C=CN2C1C=CC(=C2)C=2C=CN1N=C(N=CC12)N[C@@H]1C[C@H](C1)OC 5-(imidazo[1,2-a]pyridin-6-yl)-N-(trans-3-methoxycyclobutyl)pyrrolo[2,1-f][1,2,4]triazin-2-amine